ethylenediaminetetraacetic acid isoeicosyl-phosphate C(CCCCCCCCCCCCCCCCC(C)C)OP(=O)(O)O.C(CN(CC(=O)O)CC(=O)O)N(CC(=O)O)CC(=O)O